FC1=C(C=CC(=C1)C(F)(F)F)C=1C=C(C=NC1)C(=O)NC1=C(C=CC(=C1)C(N[C@@H]1[C@H](CCCC1)O)=O)C 5-[2-fluoro-4-(trifluoromethyl)phenyl]-N-(5-{[(1S,2S)-2-hydroxycyclohexyl]carbamoyl}-2-methylphenyl)pyridine-3-carboxamide